6H-indolo-[2,3-b]quinoxaline C1=C2N=C3C(=NC2=CC=C1)NC=1C=CC=CC13